(R)-1-(3-(5-(3-Hydroxy-1-methyl-2-oxopyrrolidin-3-yl)isoxazol-3-yl)phenyl)imidazo[1,5-a]pyrazine-3-carboxamide O[C@@]1(C(N(CC1)C)=O)C1=CC(=NO1)C=1C=C(C=CC1)C=1N=C(N2C1C=NC=C2)C(=O)N